FC(C1N(CCOC1)C1=CC=CC(N1)=O)(F)F 6-[3-(trifluoromethyl)morpholin-4-yl]-1H-pyridin-2-one